3-difluoromethyl-1-methyl-1H-pyrazol-4-carboxylic acid (3',4',5'-trifluoro-biphenyl-2-yl)-amide FC=1C=C(C=C(C1F)F)C1=C(C=CC=C1)NC(=O)C=1C(=NN(C1)C)C(F)F